COC(C1=CC(=C(C(=C1)Cl)OC)Br)=O 3-bromo-5-chloro-4-methoxy-benzoic acid methyl ester